O=S1(CC(C=C1)NC(=O)C1=[N+](C=C(C=C1)C1CC2(C1)CCC2)[O-])=O 2-((1,1-dioxido-2,3-dihydrothiophen-3-yl)carbamoyl)-5-(spiro[3.3]heptan-2-yl)pyridine 1-oxide